C(C1=CC=CC=C1)N1CC2CCC(C1)C2=NO 3-benzyl-3-azabicyclo[3.2.1]octan-8-one oxime